OC1=C(C=C2C=CC(NC2=C1)=O)C=1N=NC(=CC1)N(C1CC(NC(C1)(C)C)(C)C)C 7-Hydroxy-6-(6-(methyl(2,2,6,6-tetramethylpiperidin-4-yl)amino)pyridazin-3-yl)chinolin-2(1H)-on